(2E,6z)-dodeca-2,6-dienal C(\C=C\CC\C=C/CCCCC)=O